P(=O)(O)(O)OC[C@@H]1[C@H]([C@H]([C@@](O1)(N1C=NC=2C(=O)NC(N)=NC12)C=1OC=CC1)O)O (2-Furyl) guanosine-5'-monophosphate